3,3-bis(4-hydroxy-3-3-butylphenyl)butyric acid OC1=C(C=C(C=C1)C(CC(=O)O)(C)C1=CC(=C(C=C1)O)C(CC)C)C(CC)C